3-(3-bromo-2-methylphenyl)quinazolin-4(3H)-one BrC=1C(=C(C=CC1)N1C=NC2=CC=CC=C2C1=O)C